CC1CCC(N(C1)C(C(=O)OC)=O)C1=CC2=C3N(N=C2C=C1)CCNC3=O methyl 2-(5-methyl-2-(1-oxo-1,2,3,4-tetrahydropyrazino[1,2-b]indazol-9-yl)piperidin-1-yl)-2-oxoacetate